N,N-dibutyl-propane-1,3-diamine C(CCC)N(CCCN)CCCC